3-fluoro-2-hydroxy-5-((1-(2-(pyrrolidin-1-yl)pyridin-4-yl)azetidin-3-yl)sulfonyl)benzaldehyde FC=1C(=C(C=O)C=C(C1)S(=O)(=O)C1CN(C1)C1=CC(=NC=C1)N1CCCC1)O